(R)-2-((4-(3-aminopiperidin-1-yl)-3-(but-2-yn-1-yl)-2,6-dioxo-3,6-dihydropyrimidin-1(2H)-yl)methyl)-6-fluorobenzoic acid N[C@H]1CN(CCC1)C=1N(C(N(C(C1)=O)CC1=C(C(=O)O)C(=CC=C1)F)=O)CC#CC